2-(4-Dimethylamino-phenyl)-1H-benzoimidazole-5-carboxylic acid (4-chlorophenyl)-amide ClC1=CC=C(C=C1)NC(=O)C1=CC2=C(NC(=N2)C2=CC=C(C=C2)N(C)C)C=C1